ClC=1C(=CC=C2N=CC(=NC12)C=1C=NN(C1)C1CC(C1)O)OC=1C=CC2=C(NC(=N2)C)C1F (1S,3s)-3-(4-(8-chloro-7-((7-fluoro-2-methyl-1H-benzo[d]imidazol-6-yl)oxy)quinoxalin-2-yl)-1H-pyrazol-1-yl)cyclobutanol